methyl 5-(7-(difluoromethyl)-1-(1,3-dimethyl-2-oxo-7-vinyl-1,2,3,4-tetrahydroquinazolin-5-yl)-1,2,3,4-tetrahydroquinolin-6-yl)picolinate FC(C1=C(C=C2CCCN(C2=C1)C1=C2CN(C(N(C2=CC(=C1)C=C)C)=O)C)C=1C=CC(=NC1)C(=O)OC)F